S(=O)([O-])S(=O)[O-].[Li+].[Li+] Lithium dithionit